Pyrogallolsulfonic acid C=1(O)C(O)=C(O)C(=CC1)S(=O)(=O)O